COCCN(C=1N=C(C2=C(N1)C(=NC(=N2)N(CCOC)CCOC)N2CC=1N(CC2)N=CN1)N1CC(C1)(O)C(F)(F)F)CCOC 1-(2,6-bis(bis(2-methoxyethyl)amino)-8-(5,6-dihydro-[1,2,4]triazolo[1,5-a]pyrazin-7(8H)-yl)pyrimido[5,4-d]pyrimidin-4-yl)-3-(trifluoromethyl)azetidin-3-ol